bis(3,5-diethyl-4-aminophenyloxy)methane C(C)C=1C=C(C=C(C1N)CC)OCOC1=CC(=C(C(=C1)CC)N)CC